C(=C(C1=CC=C(C=C1)O)C1=CC=C(C=C1)O)(C1=CC=C(C=C1)O)C1=CC=C(C=C1)O 4,4',4'',4'''-(Ethen-1,1,2,2-tetrayl)tetraphenol